C(C)(=O)OC1=CC(=C2C(=N1)N(C=C2)C(C)=O)F (1-acetyl-4-fluoro-pyrrolo[2,3-b]pyridin-6-yl) acetate